vinylbenzyl salicylate C(C=1C(O)=CC=CC1)(=O)OC(C1=CC=CC=C1)C=C